FC(C(=O)O)(F)F.N1CC(C1)C1=CC=C(C=C1)O 4-(azetidin-3-yl)phenol trifluoroacetate salt